1-(3-cyano-4,6-bis(trifluoromethyl)pyridin-2-yl)-1H-pyrrole-2-carboxylic acid C(#N)C=1C(=NC(=CC1C(F)(F)F)C(F)(F)F)N1C(=CC=C1)C(=O)O